C(C)(C)(C)C1=CC=C(C=C1)C1=NC2=C(N1)C(=C(C(=C2F)F)F)F 2-(4-tert-Butylphenyl)-4,5,6,7-tetrafluoro-1H-benzo[d]imidazole